N-(1,3-dioxo-1,3-diphenylpropan-2-yl)acetamide O=C(C(C(C1=CC=CC=C1)=O)NC(C)=O)C1=CC=CC=C1